2-(4,6-dimethylpyrazolo[1,5-a]pyrazin-2-yl)-7-(2,2,6,6-tetramethyl-1,2,3,6-tetrahydropyridin-4-yl)-4H-pyrido[1,2-a]pyrimidin-4-one CC=1C=2N(C=C(N1)C)N=C(C2)C=2N=C1N(C(C2)=O)C=C(C=C1)C=1CC(NC(C1)(C)C)(C)C